Cl.ClC1=NC=C(C2=CC=CC=C12)NC1CCNCC1 chloro-N-(piperidin-4-yl)isoquinolin-4-amine hydrochloride